Palladium (tri-t-butylphosphine) C(C)(C)(C)P(C(C)(C)C)C(C)(C)C.[Pd]